5-bromo-7-(1,4-dioxaspiro[4.5]dec-8-yl)imidazo[5,1-f][1,2,4]triazin-4(3H)-one BrC=1N=C(N2N=CNC(C21)=O)C2CCC1(OCCO1)CC2